FC1(C(CCCC1)N1CCN(CC1)C1=C(C=CC=C1)[N+](=O)[O-])F 1-(2,2-difluorocyclohexyl)-4-(2-nitrophenyl)piperazine